2-chloro-N,N-dimethyl-4-((S or R)-1-((R or S)-6-(1-phenylcyclobutanecarbonyl)-6-azaspiro[2.5]octan-1-yl)propan-2-yloxy)benzamide ClC1=C(C(=O)N(C)C)C=CC(=C1)O[C@H](C[C@H]1CC12CCN(CC2)C(=O)C2(CCC2)C2=CC=CC=C2)C |o1:13,15|